CC\\1=C(C2=C(/C1=C\\C3=CC=C(C=C3)SC)C=CC(=C2)F)CC(=O)O The molecule is an aryl sulfide that is a metabolite of sulindac. A non-steroidal anti-inflammatory drug, which also has anticancer activity. It has a role as a non-steroidal anti-inflammatory drug, an apoptosis inducer and an antineoplastic agent. It is an aryl sulfide, an organofluorine compound and a monocarboxylic acid. It derives from a sulindac.